COCC(CCC)(CCC)COC 4,4-bis(methoxymethyl)heptane